P([O-])([O-])=O.P(O)(O)=O.[K+].[K+] dipotassium bisphosphonate